C(C=C)OCC=C bis-allylether